4-(3-(methoxymethyl)-6-(N-(1-methylcyclopropyl)sulfamoyl)imidazo[1,2-a]pyridin-8-yl)-N,N-dimethylpiperazine-1-carboxamide COCC1=CN=C2N1C=C(C=C2N2CCN(CC2)C(=O)N(C)C)S(NC2(CC2)C)(=O)=O